2-(4-Phenylpiperazin-1-yl)ethan-1-amine C1(=CC=CC=C1)N1CCN(CC1)CCN